1-phenyl-2-(1-pyrrolidinyl)-1-ethanol C1(=CC=CC=C1)C(CN1CCCC1)O